FC(C(F)F)(F)OCC(C(F)F)(F)F (1,1,2,2-tetrafluoroethyl)(2,2,3,3-tetrafluoro-n-propyl)ether